4-(3-cyano-7-(1-methyl-1H-pyrazol-4-yl)imidazo[1,2-a]pyridin-5-yl)phenyl trifluoromethanesulfonate FC(S(=O)(=O)OC1=CC=C(C=C1)C1=CC(=CC=2N1C(=CN2)C#N)C=2C=NN(C2)C)(F)F